ethyl 2-oxopropionate O=C(C(=O)OCC)C